4-bromo-5-(4-methoxyphenyl)-1H-pyrazole-3-carboxylic acid BrC=1C(=NNC1C1=CC=C(C=C1)OC)C(=O)O